2-(4-(7-chloro-1-methyl-2,3-dioxo-2,3-dihydropyrido[2,3-b]pyrazin-4(1H)-yl)piperidine-1-yl)-N,N-dimethylpyrimidine-5-sulfonamide ClC1=CC2=C(N(C(C(N2C)=O)=O)C2CCN(CC2)C2=NC=C(C=N2)S(=O)(=O)N(C)C)N=C1